S=C1SCCN1 2-thioxothiazolidine